Tert-butyl N-[4-[[5-tetrahydropyran-4-yl-7-(2-trimethylsilylethoxymethyl)pyrrolo[2,3-d]pyrimidin-4-yl]amino]cyclohexyl]carbamate O1CCC(CC1)C1=CN(C=2N=CN=C(C21)NC2CCC(CC2)NC(OC(C)(C)C)=O)COCC[Si](C)(C)C